2-({4-[2-(4-chloro-2-fluorophenyl)-1,3-benzodioxan-4-yl]piperidin-1-yl}methyl)-7-fluoro-1-[(2S)-oxetan-2-ylmethyl]-1H-benzimidazole-6-carboxylic acid ClC1=CC(=C(C=C1)C1OC(C2=C(O1)C=CC=C2)C2CCN(CC2)CC2=NC1=C(N2C[C@H]2OCC2)C(=C(C=C1)C(=O)O)F)F